C(C)OC(CCCC(C(=O)NC1=CC(=C(C=C1)C#N)SC)=O)=O 6-(4-cyano-3-methylthio-anilino)-5,6-dioxo-hexanoic acid ethyl ester